N-(2-(1,4-diazacycloheptan-1-yl)-5-methoxypyrimidin-4-yl)-1H-indazol-5-amine N1(CCNCCC1)C1=NC=C(C(=N1)NC=1C=C2C=NNC2=CC1)OC